3-(3-chloro-4-fluorophenyl)-1-(1-(6,8-difluoro-1-oxo-1,2-dihydroisoquinolin-4-yl)ethyl)ethane-1-sulfonamide ClC=1C=C(C=CC1F)C=1NC(C2=C(C=C(C=C2C1C(C)C(C)S(=O)(=O)N)F)F)=O